C[C@@H](COS(=O)(=O)C)CCCCC (R)-methanesulfonic acid-2-methyl-1-heptylester